dodecylsulfonic acid tetrahexylphosphonium salt C(CCCCC)[P+](CCCCCC)(CCCCCC)CCCCCC.C(CCCCCCCCCCC)S(=O)(=O)[O-]